dimethyl-glutamic acid CN([C@@H](CCC(=O)O)C(=O)O)C